C(C)C1=CC2=C(C(=NC3=C(O2)C=C(C=C3)C)N3CCN(CC3)CC3(CC3)C(=O)O)C=C1 1-((4-(3-ethyl-7-methyldibenzo[b,f][1,4]oxazepin-11-yl)piperazin-1-yl)methyl)cyclopropanecarboxylic acid